O1C=C(C2=C1C=CC=C2)C2=NN(C1=C2C=NC(=C1)C(=O)N1CCC(CC1)F)CC(F)(F)F [3-Benzofuran-3-yl-1-(2,2,2-trifluoro-ethyl)-1H-pyrazolo[4,3-c]pyridin-6-yl]-(4-fluoro-piperidin-1-yl)-methanon